C1=C(C=CC2=CC=CC=C12)[C@@]12CN(C[C@H]2C1)P(OCC)(OCC)=O diethyl ((1R,5S)-1-(naphthalen-2-yl)-3-azabicyclo[3.1.0]hexane-3-yl)phosphonate